C1(CC1)C=1N=C(NC1)C=1C(=CC(=C(C1)NC(=O)C=1C=NN2C1C=CC=C2)C)F N-[5-(4-Cyclopropyl-1H-imidazol-2-yl)-4-fluoro-2-methylphenyl]pyrazolo[1,5-a]pyridine-3-carboxamide